3,5,7-trioxolauroyl-coenzyme A O=C(CC(=O)SCCNC(CCNC([C@@H](C(COP(OP(OC[C@@H]1[C@H]([C@H]([C@@H](O1)N1C=NC=2C(N)=NC=NC12)O)OP(=O)(O)O)(=O)O)(=O)O)(C)C)O)=O)=O)CC(CC(CCCCC)=O)=O